COC1=C(C(=O)N)C=CC(=C1)OC 2,4-Dimethoxybenzamid